ethyl 5-(hydroxymethyl)-2-methylbenzofuran-3-carboxylate OCC=1C=CC2=C(C(=C(O2)C)C(=O)OCC)C1